5-propyl-decene C(CC)C(CCC=C)CCCCC